(R,S)-4-((3-Bromophenyl)((8-methyl-4-oxochroman-7-yl)oxy)methyl)benzonitrile BrC=1C=C(C=CC1)[C@@H](C1=CC=C(C#N)C=C1)OC1=CC=C2C(CCOC2=C1C)=O